C1(=CC=CC=C1)N1N=CC=CN1C1=CC=CC=C1 2,3-diphenyl-triazine